C(C)C(COP(OCC(CCCC)CC)(O)=O)CCCC Di-(2-Ethyl-Hexyl)phosphoric acid